(4R)-tert-butyl 4-(7-((1-(2-hydroxyethyl)-1H-pyrazol-4-yl)amino)-2-oxo-1-(tetrahydrofuran-3-yl)-1,2-dihydropyrimido[4,5-d]pyrimidin-3(4H)-yl)-3,4-dihydroquinoline-1(2H)-carboxylate OCCN1N=CC(=C1)NC1=NC=C2C(=N1)N(C(N(C2)[C@@H]2CCN(C1=CC=CC=C21)C(=O)OC(C)(C)C)=O)C2COCC2